CC1=NNC(=C1C1=CC=C(NC([C@H]([C@@H]2CCC3=CC=C(C=C23)C2=CC(=C(C=C2)CN2CCOCC2)C)NC(=O)C=2N(N=CC2)C)=O)C=C1)C N-[(1S)-2-[4-(3,5-dimethyl-1H-pyrazol-4-yl)anilino]-1-[(1R)-6-[3-methyl-4-(morpholinomethyl)phenyl]indan-1-yl]-2-oxo-ethyl]-2-methyl-pyrazole-3-carboxamide